C1OCC12CCC1(OCCO1)CC2 2,8,11-Trioxadispiro[3.2.4.2]tridecane